2-methoxy-1-(4-((2-((6-(pyridin-4-yl)benzo[d]thiazol-2-yl)amino)pyridin-4-yl)methyl)piperazin-1-yl)ethanone COCC(=O)N1CCN(CC1)CC1=CC(=NC=C1)NC=1SC2=C(N1)C=CC(=C2)C2=CC=NC=C2